4,5,6-trimethyl-1,3-benzenediamine CC1=C(C=C(C(=C1C)C)N)N